N'-{(2S,3R)-2-[(2,3'-difluoro[1,1'-biphenyl]-3-yl)methyl]-4,4-difluoro-1-[(2S)-oxetane-2-carbonyl]pyrrolidin-3-yl}-N,N-dimethylsulfuric diamide FC1=C(C=CC=C1C[C@@H]1N(CC([C@@H]1NS(N(C)C)(=O)=O)(F)F)C(=O)[C@H]1OCC1)C1=CC(=CC=C1)F